C(CCC)N1N=C(C(=C1CCC)O)C(C)(C)C 1-n-Butyl-3-tert-butyl-4-hydroxy-5-n-propyl-pyrazol